BrC1=C(OC(C(=O)OCC)(C)C)C=CC(=C1)CN1CCN(CC1)CC1=CC=C(C=C1)C(F)(F)F Ethyl 2-(2-bromo-4-((4-(4-(trifluoromethyl) benzyl) piperazin-1-yl) methyl) phenoxy)-2-methylpropionate